(S)-2-((4-((2-(((3,5-difluoropyridin-2-yl)oxy)methyl)pyrimidin-4-yl)oxy)piperidin-1-yl)methyl)-4-fluoro-1-(oxetan-2-ylmethyl)-1H-benzo[d]imidazole-6-carboxylic acid FC=1C(=NC=C(C1)F)OCC1=NC=CC(=N1)OC1CCN(CC1)CC1=NC2=C(N1C[C@H]1OCC1)C=C(C=C2F)C(=O)O